FC=1C=C2C(C(=CN(C2=NC1N1CC(C1)C(NC1=NN(C(=C1)C)CCC)=O)C1=NC=NS1)C(=O)O)=O 6-fluoro-7-{3-[(5-methyl-1-propyl-1H-pyrazol-3-yl)carbamoyl]azetidin-1-yl}-4-oxo-1-(1,2,4-thiadiazol-5-yl)-1,4-dihydro-1,8-naphthyridine-3-carboxylic acid